2-[1-[2-(3-hydroxyazetidin-1-yl)ethyl]-1H-pyrazol-4-yl]-3-methylcyclopropane OC1CN(C1)CCN1N=CC(=C1)C1CC1C